(4-((R)-3-methylmorpholino)-7-(1H-pyrazol-3-yl)imidazo[1,5-b]pyridazin-2-yl)-8-oxa-3-azabicyclo[3.2.1]octane C[C@@H]1COCCN1C=1C=2N(N=C(C1)C13CNCC(CC1)O3)C(=NC2)C2=NNC=C2